FC1=C(C=CC(=C1O)F)C1=NN=C(S1)CN1C2(CC2)C(N(C1=O)[C@H](CO)C)=O (S)-4-((5-(2,4-difluoro-3-hydroxyphenyl)-1,3,4-thiadiazol-2-yl)methyl)-6-(1-hydroxypropan-2-yl)-4,6-diazaspiro[2.4]heptane-5,7-dione